1-(4-(trifluoromethyl)phenyl)cyclobutyl 4-(methylamino)-2-methylene-4-oxobutanoate CNC(CC(C(=O)OC1(CCC1)C1=CC=C(C=C1)C(F)(F)F)=C)=O